O1CCCC1 5-trans-tetrahydrofuran